5,6-dimethyl-3-((3-(2-(2-(N-methyl-but-2-ynamido)propanamido)ethyl)phenyl)amino)pyrazine-2-carboxamide CC=1N=C(C(=NC1C)C(=O)N)NC1=CC(=CC=C1)CCNC(C(C)N(C(C#CC)=O)C)=O